3-methyl-N-(3-methyl-4-(1,2,3,6-tetrahydropyridin-4-yl)phenyl)-4-(1,2,3,6-tetrahydropyridin-4-yl)benzamide bistrifluoroacetic acid salt FC(C(=O)O)(F)F.FC(C(=O)O)(F)F.CC=1C=C(C(=O)NC2=CC(=C(C=C2)C=2CCNCC2)C)C=CC1C=1CCNCC1